C1(=CC=CC=2C3=CC=CC=C3NC12)C=1P(OC2=C(C1)C(=CC(=C2)C2=CC=CC=1C3=CC=CC=C3NC21)C2=CC=CC=C2)=O 3,7-dicarbazolyl-5-phenyl-benzoxaphosphine oxide